N[C@@H](CNC(OC(C)(C)C)=O)C |r| tert-butyl [(2RS)-2-aminopropyl]carbamate